C1CSCC2=C1N=C(NC2=O)C3=CC=C(C=C3)CN The molecule is a thiopyranopyrimidine that is 1,5,7,8-tetrahydro-4H-thiino[4,3-d]pyrimidin-4-one which is substituted at position 2 by a p-(aminomethyl)phenyl group. It is a thiopyranopyrimidine, an organic sulfide and a primary amino compound.